C(C1=CC=CC=C1)=NC(C(=O)OC(C)C)(CCCC)C isopropyl 2-(benzylideneamino)-2-methylhexanoate